C(C)(=O)NC=1C=C(C=CC1)COC(C=CC)=O 2-butenoic acid-3-(acetamido)-phenylmethyl ester